C1(=CC=CC=C1)C1=NC(=NC(=N1)C1=CC=CC=C1)C1=C(C=C(C=C1)OCCCCCC)C1=C(C=CC=C1)O 2,4-diphenyl-6-(2-hydroxyphenyl-4-hexyloxyphenyl)-1,3,5-triazine